CC1(OC(C(C(O1)=O)=CNC1=CC(=C(C=C1)CC(=O)[O-])OC)=O)C 4-(((2,2-dimethyl-4,6-dioxo-1,3-dioxan-5-ylidene) methyl) amino)-2-methoxyphenylacetate